2-carbonyl-1,2-dihydrobenzene C(=O)=C1CC=CC=C1